1,2-bis(diiso-propylphosphino)ethane C(C)(C)P(CCP(C(C)C)C(C)C)C(C)C